trans-(rac)-ethyl-2-(6-bromopyridin-2-yl)cyclopropane-1-carboxylate C(C)OC(=O)[C@H]1[C@@H](C1)C1=NC(=CC=C1)Br |r|